2-((3R,4S)-3-Amino-4-fluoropiperidin-1-yl)-1-((5-cyanopyridin-2-yl)methyl)-1H-benzo[d]imidazol-5-carbonitril N[C@@H]1CN(CC[C@@H]1F)C1=NC2=C(N1CC1=NC=C(C=C1)C#N)C=CC(=C2)C#N